ClC1=NN(C=C1)C=1C=C(C(=NC1)N1CC=2C=NC(=CC2C1=O)C(F)(F)F)S(=O)(=O)CC 2-[5-(3-chloropyrazol-1-yl)-3-ethylsulfonyl-2-pyridinyl]-6-(trifluoromethyl)-3H-pyrrolo[3,4-c]pyridin-1-one